C1(CC1)C=1C=C(C=C(C1)N1N=C(C=C1C)C)[C@@H](CN1CC2(C1)CN(CC2(F)F)C(=O)OC(C)(C)C)CC(=C=O)OC tert-butyl (S)-2-(2-(3-cyclopropyl-5-(3,5-dimethyl-1H-pyrazol-1-yl) phenyl)-4-methoxy-4-carbonylbutyl)-8,8-difluoro-2,6-diazaspiro[3.4]octane-6-carboxylate